NC1=C2C(=NC=N1)N(N=C2C)C(C)C=2C(=C(C(=C(C2)Cl)C)C2CN(C2)C2(CCC2)CC#N)OC [1-(3-{3-[1-(4-Amino-3-methyl-1H-pyrazolo[3,4-d]pyrimidin-1-yl)ethyl]-5-chloro-2-methoxy-6-methylphenyl}azetidin-1-yl)cyclobutyl]acetonitrile